8-(2-(difluoromethoxy)-3-fluorophenyl)-9-(4-((1-(3-fluoropropyl)azetidin-3-ylidene)methyl)phenyl)-6,7-dihydro-5H-benzo[7]annulene-3-carboxylic acid FC(OC1=C(C=CC=C1F)C=1CCCC2=C(C1C1=CC=C(C=C1)C=C1CN(C1)CCCF)C=CC(=C2)C(=O)O)F